C(C1=CC=CC=C1)OC=1C=C2CCN=C(C2=CC1OCC1=CC=CC=C1)CC1=CC(=C(C(=C1)OC[2H])OC[2H])OC[2H] 6,7-bis(benzyloxy)-1-(3,4,5-trideuteromethoxybenzyl)-3,4-dihydroisoquinoline